C1(=CC=CC=C1)C(=CC1=CC=CC=C1)CCCC phenyl-(butyl)styrene